N-(4-(1-(4-chlorophenyl)ethyl)thiazol-2-yl)-2,6-difluoro-4-(piperazin-1-yl)benzamide ClC1=CC=C(C=C1)C(C)C=1N=C(SC1)NC(C1=C(C=C(C=C1F)N1CCNCC1)F)=O